(3R,6S)-1-(2-(3-chlorophenyl)acetyl)-6-methylpiperidine-3-carboxylic acid ClC=1C=C(C=CC1)CC(=O)N1C[C@@H](CC[C@@H]1C)C(=O)O